C(CCCCCCCCCCCCC)N1C(=C(C(C2=C(C=C(C=C12)OCC=C)OCC=C)=O)OCC=C)C1=CC=CC=C1 N-tetradecyl-2-phenyl-3,5,7-tris-(2-propen-1-yloxy)-quinolin-4-one